5-(5-Chloro-6-oxo-1,6-dihydropyridazin-4-yl)-1-[[2-(difluoromethyl)phenyl]methyl]-N,N-dimethyl-1h,4h,5h,6h,7h-pyrazolo[4,3-c]pyridine-3-carboxamide ClC1=C(C=NNC1=O)N1CC2=C(CC1)N(N=C2C(=O)N(C)C)CC2=C(C=CC=C2)C(F)F